2-ethyl-6-nitro-3-[[1-[2-(2H-tetrazol-5-yl)phenyl]-4-piperidyl]methyl]-quinazolin-4-one C(C)C1=NC2=CC=C(C=C2C(N1CC1CCN(CC1)C1=C(C=CC=C1)C=1N=NNN1)=O)[N+](=O)[O-]